bromo-2-hydroxypyrene BrC1=C(C=C2C=CC3=CC=CC4=CC=C1C2=C34)O